hexyldiethylamino hydroxybenzoate OC1=C(C(=O)ON(C(C)CCCCCC)CC)C=CC=C1